6-((1H-Pyrrolo[2,3-b]pyridin-5-yl)methyl)-N-(3-(trifluoromethyl)phenyl)-4,5,6,7-tetrahydrothieno[2,3-c]pyridin-3-carboxamid N1C=CC=2C1=NC=C(C2)CN2CC1=C(CC2)C(=CS1)C(=O)NC1=CC(=CC=C1)C(F)(F)F